3-(3-methylsulfonylphenyl)propionic acid benzyl ester C(C1=CC=CC=C1)OC(CCC1=CC(=CC=C1)S(=O)(=O)C)=O